C(C1=CC=CC=C1)C1CC(=NO1)[C@H](COC)NC(C1=NC(=CC=C1)C)=O 5-benzyl-3-((R)-2-methoxy-1-(6-methylpicolinamido)ethyl)-4,5-dihydroisoxazole